8-(4,4-difluorocyclohex-1-en-1-yl)-N-(3-(methylsulfonamido)propyl)quinoline-3-carboxamide FC1(CC=C(CC1)C=1C=CC=C2C=C(C=NC12)C(=O)NCCCNS(=O)(=O)C)F